C1[C@@H](OP(=O)(OP(=O)(O1)O)O)C(=O)O The molecule is a bisphosphoglyceric acid. It derives from a D-glyceric acid. It is a conjugate base of a cyclic 2,3-bisphospho-D-glycerate(3-).